6-[[4-(methylsulfonyl)-1-piperazinyl]methyl]-4-(4-morpholinyl)thieno[3,2-d]pyrimidine CS(=O)(=O)N1CCN(CC1)CC1=CC=2N=CN=C(C2S1)N1CCOCC1